N[C@@H](CCC(=O)NCC)C(=O)N1CNC2C1=CC=CN2 Theanyl-tetrahydro-3H-imidazopyridine